N1(N=CC=C1)CCC=1N(C=2C(=C3CC[C@@H](N(C3=CC2)C(=O)OC)C)N1)CC(NCC=1C=NC=CC1)=O methyl (S)-2-(2-(1H-pyrazol-1-yl)ethyl)-7-methyl-3-(2-oxo-2-((pyridin-3-ylmethyl)amino)ethyl)-3,7,8,9-tetrahydro-6H-imidazo[4,5-f]quinoline-6-carboxylate